ClC1=CC=2N=C(N(C(C2C=N1)=O)CC1=C(C=C(C=C1)OC)OC)[C@@H]1[C@H](C1)C1=CC(=CC=C1)Cl 7-chloro-2-((1S,2S)-2-(3-chlorophenyl)cyclopropyl)-3-(2,4-dimethoxybenzyl)pyrido[4,3-d]pyrimidin-4(3H)-one